6-[3-(3,3-dimethylbutoxy)phenyl]-14,14-difluoro-2λ6,5-dithia-3,20,26-triazatetracyclo[19.3.1.14,7.08,13]hexacosa-1(25),4(26),6,8,10,12,21,23-octaene 2,2-dioxide CC(CCOC=1C=C(C=CC1)C=1SC=2NS(C=3C=CC=C(NCCCCCC(C4=CC=CC=C4C1N2)(F)F)C3)(=O)=O)(C)C